N1CCCC1 PYRrOLIDIN